ClC1=C(C(=O)NC2=CC=CC=C2)C(=CC=C1[N+](=O)[O-])Cl 2,6-Dichloro-3-nitro-N-phenylbenzamide